(3-(2-(2-(2-(4-((2-((3S,5S)-5-((S)-2-cyano-4,4-difluoropyrrolidine-1-carbonyl)-2-oxopyrrolidin-3-yl)acetamido)methyl)phenyl)acetamido)ethoxy)ethoxy)propanoyl)-L-tyrosine C(#N)[C@H]1N(CC(C1)(F)F)C(=O)[C@@H]1C[C@H](C(N1)=O)CC(=O)NCC1=CC=C(C=C1)CC(=O)NCCOCCOCCC(=O)N[C@@H](CC1=CC=C(C=C1)O)C(=O)O